ClC=1C=C(C=CC1OC)N1N=NC(=C1)[C@H](O)C1=C(C=CC=2N1C=NC2)C2CC2 |r| rac-[1-(3-chloro-4-methoxy-phenyl)-1H-[1,2,3]triazol-4-yl]-(6-cyclopropyl-imidazo[1,5-a]pyridin-5-yl)-methanol